(2R,3R,4S,5R)-2-(6-(3-methylbenzylamino)-2-chloro-9H-purin-9-yl)-5-(hydroxymethyl)-tetrahydrofuran-3,4-diol CC=1C=C(CNC2=C3N=CN(C3=NC(=N2)Cl)[C@@H]2O[C@@H]([C@H]([C@H]2O)O)CO)C=CC1